CS(=O)(=O)C=1C=C(OC2=NC(=NC=C2C(F)(F)F)N[C@@H]2CNCCC2)C=CC1 4-(3-methylsulfonylphenoxy)-N-[(3S)-piperidin-3-yl]-5-(trifluoromethyl)pyrimidin-2-amine